C(C)(C)(C)OC(=O)NC1(CC2=CC(=CC=C2CC1)OC1=CC=CC2=CC=CC(=C12)OC)C(=O)OC methyl 2-((tert-butoxycarbonyl)amino)-7-((8-methoxynaphthalen-1-yl)oxy)-1,2,3,4-tetrahydronaphthalene-2-carboxylate